2-oxospiro[1,4-dihydroquinoxaline-3,1'-cyclopentane]-6-carbonitrile O=C1NC2=CC=C(C=C2NC12CCCC2)C#N